N-(5-methanesulfonyl-1-methyl-1H-pyrazol-4-yl)pyridine-3-carboxamide CS(=O)(=O)C1=C(C=NN1C)NC(=O)C=1C=NC=CC1